5-amino-6-(1H-indazol-4-yl)pyrimidine-4-carboxamide NC=1C(=NC=NC1C1=C2C=NNC2=CC=C1)C(=O)N